C1(CCCC1)C1=C(C2=C(C=3C=NN(C3C=C2)C2OCCCC2)CCC1)C1=CC=C(C=C1)N1CCC(CC1)C(OC)OC 7-cyclopentyl-6-[4-[4-(dimethoxymethyl)-1-piperidyl]phenyl]-3-tetrahydropyran-2-yl-9,10-dihydro-8H-cyclohepta[e]indazole